4-(1-(4-ethyl-5-(5-(2-methoxyethyl)-4H-1,2,4-triazol-3-yl)-2-methylbenzoyl)piperidin-4-yl)benzonitrile C(C)C1=CC(=C(C(=O)N2CCC(CC2)C2=CC=C(C#N)C=C2)C=C1C1=NN=C(N1)CCOC)C